CNC1=CC=C(CN2C(C3=C(C=4C=CC=NC24)CCN(C3)CC3=CC(=CC=C3)C#N)=O)C=C1 6-(4-methylaminobenzyl)-3-(3-cyanobenzyl)-2,3,4,6-tetrahydropyrido[3,4-c][1,8]naphthyridin-5(1H)-one